C(C(O)C)(=O)OC(CCCCC)(CC)CC diethylhexyl lactate